FC1=C(C=CC=C1)CCC=O 3-(2-fluorophenyl)propan-1-one